4-methyl-6,7-dihydro-4H-pyrazolo[1,5-a]pyrazine-5-carboxylate CC1C=2N(CCN1C(=O)[O-])N=CC2